C(C)(C)C1C(CC(CC1)C)O[Si](C1=CC=CC=C1)(C1=CC=CC2=CC=CC=C12)C [(2-isopropyl-5-methylcyclohexyl)-oxy](methyl)1-naphthyl(phenyl)silane